O[C@@H]1C[C@@H](OC2=C1C=C(C=C2)C(F)(F)F)C(=O)NC21CC(C2)(C1)N1N=CC(=C1)C1=NC=C(C=C1)C (2R,4R)-4-hydroxy-N-{3-[4-(5-methylpyridin-2-yl)-1H-pyrazol-1-yl]bicyclo[1.1.1]pentan-1-yl}-6-(trifluoromethyl)-3,4-dihydro-2H-1-benzopyran-2-carboxamide